iron sulphate salt S(=O)(=O)([O-])[O-].[Fe+2]